1,3,5-tris(3',5'-di-t-butyl-4-hydroxybenzyl)isocyanuric acid C(C)(C)(C)C=1C=C(CN2C(=O)N(C(=O)N(C2=O)CC2=CC(=C(C(=C2)C(C)(C)C)O)C(C)(C)C)CC2=CC(=C(C(=C2)C(C)(C)C)O)C(C)(C)C)C=C(C1O)C(C)(C)C